1-(5-methyl-1,2,4-Oxadiazol-3-yl)ethan-1-amine CC1=NC(=NO1)C(C)N